C(#N)C1=C(C=C(C=N1)NC([C@@](CN1C=C(C2=CC(=CC=C12)F)C=NO)(C)O)=O)C(F)(F)F (S)-N-(6-Cyano-5-(trifluoromethyl)pyridin-3-yl)-3-(5-fluoro-3-((hydroxyimino)methyl)-1H-indol-1-yl)-2-hydroxy-2-methylpropanamide